diphenyl[4-(Triphenylsilyl)phenyl]phosphine oxide C1(=CC=CC=C1)P(C1=CC=C(C=C1)[Si](C1=CC=CC=C1)(C1=CC=CC=C1)C1=CC=CC=C1)(C1=CC=CC=C1)=O